2-[3-(3,3-dimethylcyclopentoxy)-5-fluoro-phenyl]-4,4,5,5-tetramethyl-1,3,2-dioxaborolane CC1(CC(CC1)OC=1C=C(C=C(C1)F)B1OC(C(O1)(C)C)(C)C)C